OCC1=C(C=C(C(=O)O)C=C1)I 4-(hydroxymethyl)-3-iodobenzoic acid